BrC1=C2CCN([C@@H](C2=C(C=C1)OCC=1N=NN(C1)C(C)C)CN1C(C2=CC=CC=C2C1)=O)C(=O)C1CCCCC1 (1S,2R)-2-((S)-5-Bromo-8-((1-isopropyl-1H-1,2,3-triazol-4-yl)methoxy)-1-((1-oxoisoindolin-2-yl)methyl)-1,2,3,4-tetrahydroisochinolin-2-carbonyl)cyclohexan